CSC=1NC(=CC1C#N)C1=CC=CC=C1 2-(methylthio)-5-phenyl-1H-pyrrole-3-carbonitrile